4-(2-cyano-3-methyl-5-(2-methylprop-1-en-1-yl)phenyl)piperazine-1-carboxylic acid tert-butyl ester C(C)(C)(C)OC(=O)N1CCN(CC1)C1=C(C(=CC(=C1)C=C(C)C)C)C#N